3-(4-(4-(2-aminoethyl)piperazin-1-yl)phenyl)piperidine-2,6-dione NCCN1CCN(CC1)C1=CC=C(C=C1)C1C(NC(CC1)=O)=O